NC(CO)(CO)CCC1=C(C=C(C=C1)SC1=CC(=CC=C1)OCC1=CC=CC=C1)Cl 2-amino-2-[2-[2-chloro-4-(3-phenylmethoxyphenyl)sulfanylphenyl]ethyl]propane-1,3-diol